CNS(=O)(=O)C1=CC(=C(C=C1)NC1=NC=C(C=C1)C(F)(F)F)C=1N=C2N(C1)CCC2C N-methyl-3-(7-methyl-6,7-dihydro-5H-pyrrolo[1,2-a]imidazol-2-yl)-4-((5-(trifluoromethyl)pyridin-2-yl)amino)benzenesulfonamide